[Na+].O1C=2C(OCC1COCC(CS(=O)(=O)[O-])C)=CSC2 3-[(2,3-Dihydrothieno[3,4-b]-[1,4]dioxin-2-yl)methoxy]-2-methyl-1-propanesulfonic acid sodium salt